BrC=1SC=C(N1)C(=O)NC1=CC2=CN(N=C2C=C1C1=CSC=C1)CCC(C)(C)O 2-bromo-N-(2-(3-hydroxy-3-methylbutyl)-6-(thiophene-3-yl)-2H-indazole-5-yl)thiazole-4-carboxamide